C(C)OC(CC(C(=O)OC)C1=CC=C(C=C1)C(F)(F)F)OCC Methyl 4,4-diethoxy-2-(4-(trifluoromethyl)phenyl)butanoate